IC1=CC(=NN1CC1=CC=C(C=C1)OC)C(=O)OCC ethyl 5-iodo-1-(4-methoxybenzyl)-1H-pyrazole-3-carboxylate